2-oxo-6-(phenylethynyl)-2H-chromene O=C1OC2=CC=C(C=C2C=C1)C#CC1=CC=CC=C1